N1C=C(C2=CC=CC=C12)C=1N=C(SC1)C(CCC(=O)OC)=O methyl 4-(4-(1H-indol-3-yl) thiazol-2-yl)-4-oxobutanoate